FC(C1=NNC=2C(CCCC12)N)(F)F 3-(trifluoromethyl)-4,5,6,7-tetrahydro-1H-indazol-7-amine